CC1=CC(=NO1)[C@]1([C@@H]2CCN(C[C@H]12)C1=CN=C2C(=N1)NN=C2C2=C1C=CC=NC1=C(C=C2)OC(F)(F)F)CN ((1S,6R,7S)-7-(5-methylisoxazol-3-yl)-3-(3-(8-(trifluoromethoxy)quinolin-5-yl)-1H-pyrazolo[3,4-b]pyrazin-6-yl)-3-azabicyclo[4.1.0]heptan-7-yl)methanamine